N-hydroxymorpholine-2-carboxamide ONC(=O)C1CNCCO1